C(C)N(C=1C(=C(C(=C2C=NNC12)C=1N=CC=2N(C1)C=C(N2)NC(=O)[C@H]2[C@H](C2)F)C(F)(F)F)F)C (1S,2S)-N-(6-(7-(ethyl-(methyl)amino)-6-fluoro-5-(trifluoromethyl)-1H-indazol-4-yl)imidazo[1,2-a]pyrazin-2-yl)-2-fluorocyclopropane-1-carboxamide